3-((dimethylamino) methylene)-2-methyl-4-oxocyclohex-1-ene-1-carboxylate CN(C)C=C1C(=C(CCC1=O)C(=O)[O-])C